uranium-zirconium [Zr].[U]